ClC1=NC=2C=CC=C(C2C=C1)S(=O)(=O)NC=1C(=NC(=C(C1)F)CC#N)OC 2-chloro-N-[6-(cyanomethyl)-5-fluoro-2-methoxy-3-pyridinyl]quinoline-5-sulfonamide